FC1=C(C=CC(=C1)F)C=1C(=NC(=CC1)OCCOC1=CC=C(C=C1)CN1C=NC=C1)C1=CC=CC=C1 3-(2,4-difluoro-phenyl)-6-[2-(4-imidazol-1-ylmethyl-phenoxy)-ethoxy]-2-phenyl-pyridine